4-[(2R)-3-(3,4-dihydro-1H-isoquinolin-2-yl)-2-hydroxy-propyl]-8-[(4-methyl-1-piperidyl)methyl]-2,3-dihydro-1,4-benzoxazepin-5-one C1N(CCC2=CC=CC=C12)C[C@H](CN1CCOC2=C(C1=O)C=CC(=C2)CN2CCC(CC2)C)O